CC(CC=O)C 3-methyl-n-butanal